rac-tert-Butyl [(3-chlorophenyl)(5-formyl-3-thienyl)methyl]methylcarbamate ClC=1C=C(C=CC1)[C@H](C1=CSC(=C1)C=O)N(C(OC(C)(C)C)=O)C |r|